4-(3-chloro-4-(pyridin-2-ylmethoxy)phenyl)-5-methoxyquinazoline-4,6-diamine ClC=1C=C(C=CC1OCC1=NC=CC=C1)C1(NC=NC2=CC=C(C(=C12)OC)N)N